N1N=CC(=C1)C1=CC(=C2C=CC=NC2=C1)C1(CC1)NC(C1=C(C=CC(=C1)OC[C@H]1N(CC1)C)C)=O (S)-N-(1-(7-(1H-Pyrazol-4-yl)quinolin-5-yl)cyclopropyl)-2-methyl-5-((1-methylazetidin-2-yl)methoxy)benzamide